FC1=C(C=CC=C1S(=O)(=O)C)NC1=NC=C(C(=N1)C1=CNC2=C(C=CC=C12)NC([C@@H](COC)N1CCN(CC1)C)=O)C (R)-N-(3-(2-((2-Fluoro-3-(methylsulfonyl)phenyl)amino)-5-methylpyrimidin-4-yl)-1H-indol-7-yl)-3-methoxy-2-(4-methylpiperazin-1-yl)propanamid